C(#N)C1=C(C=CC(=C1)F)C1=NC(=NO1)CN1CCC(CC1)C(=O)NC1=CC(=CC=C1)C(F)(F)F 1-((5-(2-cyano-4-fluorophenyl)-1,2,4-oxadiazol-3-yl)methyl)-N-(3-(trifluoromethyl)phenyl)piperidine-4-carboxamide